methyl trans-4-(aminomethyl)cyclohexane-1-carboxylate hydrochloride Cl.NC[C@@H]1CC[C@H](CC1)C(=O)OC